tert-butyl-(4E)-4-[2-(dimethylamino)ethylidene]-3-oxo-2-azabicyclo[3.1.0]hexane-2-carboxylate C(C)(C)(C)OC(=O)N1C2CC2\C(\C1=O)=C/CN(C)C